F[C@@H]1[C@@H](O[C@@H]([C@H]1O)CO)N1C=NC=2C1=NC=CC2NC(=O)C2=CC=CC=C2 3-(2-deoxy-2-fluoro-β-D-arabinofuranosyl)-N-(phenylcarbonyl)-3H-imidazo[4,5-b]pyridin-7-amine